3-(2-amino-3-fluoropyridin-4-yl)-6-chloro-N-(2,2-difluoro-3-(4-fluorophenyl)-3-hydroxypropyl)-2-fluorobenzamide NC1=NC=CC(=C1F)C=1C(=C(C(=O)NCC(C(O)C2=CC=C(C=C2)F)(F)F)C(=CC1)Cl)F